decahydro-naphthoic acid C1(CCCC2CCCCC12)C(=O)O